NC(=C(C(=C(SC1=C(C=CC=C1)N)N)C#N)C#N)SC1=C(C=CC=C1)N 1,4-diamino-2,3-dicyano-1,4-bis[2-aminophenylthio]butadiene